5,5-dimethyl-2-acetyl-1,3-cyclohexanedione CC1(CC(C(C(C1)=O)C(C)=O)=O)C